tert-butyl (2R)-2-({[4-(3-iodo-4-oxo-1,5,6,7-tetrahydroindol-2-yl)pyridin-3-yl]oxy}methyl)azetidine-1-carboxylate IC1=C(NC=2CCCC(C12)=O)C1=C(C=NC=C1)OC[C@@H]1N(CC1)C(=O)OC(C)(C)C